methyl 4-chloro-2-methyl-6-(trifluoromethoxy)benzoate ClC1=CC(=C(C(=O)OC)C(=C1)OC(F)(F)F)C